2-[(2-Fluoroacetyl)-[[(2S)-1-(2,2-difluoro-2-phenylacetyl)pyrrolidin-2-carbonyl]amino]amino]acetamid FCC(=O)N(CC(=O)N)NC(=O)[C@H]1N(CCC1)C(C(C1=CC=CC=C1)(F)F)=O